(4-bromooxazol-5-yl)methanol BrC=1N=COC1CO